[Si](C)(C)(C(C)(C)C)OCC1CCN(CC1)C1=NC(=CC=C1)N1C=NC=C1 2-(4-(((tert-butyldimethylsilyl)oxy)methyl)piperidin-1-yl)-6-(1H-imidazole-1-yl)pyridine